tert-butyl (E)-(3-((2-(methylthio)-5-(((1-phenylethyl)imino)methyl)pyrimidin-4-yl)amino)phenyl)carbamate CSC1=NC=C(C(=N1)NC=1C=C(C=CC1)NC(OC(C)(C)C)=O)/C=N/C(C)C1=CC=CC=C1